FC1(CCC(CC1)NC1=NC(=NC(=N1)NC1=CC=NC=C1)C1=CC=CC=C1)F N2-(4,4-difluorocyclohexyl)-6-phenyl-N4-(pyridin-4-yl)-1,3,5-triazine-2,4-diamine